aluminum triacetate (ethylacetoacetate) C(C)CC(CC(=O)[O-])=O.C(C)(=O)[O-].C(C)(=O)O.C(C)(=O)[O-].[Al+3]